α-ketopimelic acid O=C(C(=O)O)CCCCC(=O)O